5-(1-(4-fluoro-2-(isopropyl(methyl)carbamoyl)phenyl)-1H-pyrrolo[2,3-c]pyridin-3-yl)hexahydrocyclopenta[c]pyrrol FC1=CC(=C(C=C1)N1C=C(C=2C1=CN=CC2)C2CC1C(CNC1)=C2)C(N(C)C(C)C)=O